C(C)(C)(C)OC(=O)N1CCC2(CN(C(N2CC2=CC(=CC=C2)OC)=O)C2=NC=C(C(=N2)OC)C=2C=NNC2)CC1 3-(4-methoxy-5-(1H-pyrazol-4-yl)pyrimidin-2-yl)-1-(3-methoxybenzyl)-2-oxo-1,3,8-triazaspiro[4.5]decane-8-carboxylic acid tert-butyl ester